NC1=C2C(=NC=N1)N(N=C2N2C(=CC1=CC=CC=C21)C(=O)NC=2SC(=NN2)C)C(C)(C)C (4-amino-1-tert-butyl-pyrazolo[3,4-d]pyrimidin-3-yl)-N-(5-methyl-1,3,4-thiadiazol-2-yl)-1H-indole-2-carboxamide